BrC=1C=CN(NC1O)CC1=CC=C(C=C1)OC 5-bromo-6-hydroxy-2-(4-methoxybenzyl)pyridazin